2,5-PYRAZINEDICARBOXALDEHYDE N1=C(C=NC(=C1)C=O)C=O